ClC=1N=C(C2=C(N1)C=C(C=N2)OC)C=2C(=NN(C2)C)C2=CC=C(C=C2)F chloro-4-(3-(4-fluorophenyl)-1-methyl-1H-pyrazol-4-yl)-7-methoxypyrido[3,2-d]pyrimidine